C(C)(=O)N[C@@H](C(=O)N[C@H](C(=O)O)CCC(C)(C)C)CC1=CNC2=CC=CC=C12 (2S)-2-[(2R)-2-acetamido-3-(1H-indol-3-yl)propanamido]-5,5-dimethylhexanoic acid